FC1(CC(C1)COC1=CC(=C(C(=O)N2CCC(CC2)C=2C(=CC(=NC2)N)OC)C=C1OC)F)F 5-(1-{4-[(3,3-Difluorocyclobutyl)methoxy]-2-fluoro-5-methoxybenzoyl}piperidin-4-yl)-4-methoxypyridin-2-amine